dimethyl-4-hydroxybutyl-2,3-dioleoyloxypropylammonium bromide [Br-].C[N+](CC(COC(CCCCCCC\C=C/CCCCCCCC)=O)OC(CCCCCCC\C=C/CCCCCCCC)=O)(CCCCO)C